2-((4-amino-3-(3-fluoro-4-methoxyphenyl)-1H-pyrazolo[3,4-d]pyrimidin-1-yl)methyl)-3-cyclobutyl-5-fluoroquinazolin-4(3H)-one NC1=C2C(=NC=N1)N(N=C2C2=CC(=C(C=C2)OC)F)CC2=NC1=CC=CC(=C1C(N2C2CCC2)=O)F